CC(C=O)CC1=CC=C(C=C1)CC(C)C 2-methyl-3-[4-(2-methylpropyl)phenyl]-propanal